5beta-cholestan CC(C)CCC[C@@H](C)[C@H]1CC[C@H]2[C@@H]3CC[C@@H]4CCCC[C@]4(C)[C@H]3CC[C@]12C